2-(aminomethyl)-1-ethylpyrrolidine NCC1N(CCC1)CC